(R)-1-(4,4,5,5-tetramethyl-1,3,2-dioxaborolan-2-yl)-2-(p-tolyl)ethanamine hydrochloride Cl.CC1(OB(OC1(C)C)[C@H](CC1=CC=C(C=C1)C)N)C